C(C)(C)(C)OC(=O)N[C@@]1(C[C@H]([C@H](C1)OS(=O)(=O)C(F)(F)F)F)C(=O)OCC ethyl (1S,3R,4S)-1-((tert-butoxycarbonyl)amino)-3-fluoro-4-(((trifluoromethyl)sulfonyl)oxy)cyclopentane-1-carboxylate